C1(CC1)C=1N=CN(C1)C1=CC=C2C=C(N(C(C2=C1)=O)C1=CC=CC(=N1)C(=O)NN)C 6-(7-(4-cyclopropyl-1H-imidazol-1-yl)-3-methyl-1-oxoisoquinolin-2(1H)-yl)pyridinecarbohydrazide